S1CCN(CC1)CC=1C=C(C(=O)N)C=CC1 3-(thiomorpholinomethyl)benzamide